C(C)(=O)OCCC\C=C\CCCCCCCC (E)-4-tridecenyl acetate